N-[4-(3-Cyanophenyl)-5-(2,6-dimethyl-4-pyridyl)thiazol-2-yl]-3,8-diazabicyclo[3.2.1]octan-3-carboxamid C(#N)C=1C=C(C=CC1)C=1N=C(SC1C1=CC(=NC(=C1)C)C)NC(=O)N1CC2CCC(C1)N2